CC(CCC[C@@H](/C=C/[C@@H]1[C@H](C2CC(C2)O1)C/C=C\\CCCC(=O)O)O)O The molecule is a member of the class of thromboxanes that is carbocyclic thromboxane A2 carrying an additional hydroxy substituent at position 19. It is a bridged compound, a cyclic ether, a hydroxy monocarboxylic acid, a secondary allylic alcohol, a thromboxane and a diol. It derives from a carbocyclic thromboxane A2. It is a conjugate acid of a 19-hydroxycarbocyclic thromboxane A2(1-).